C(CC1=CC=CC=C1)NC(CCCCCCC)=O N-phenethyl-octanoamide